1-(3,4,5-trihydroxyphenyl)-1-decanone OC=1C=C(C=C(C1O)O)C(CCCCCCCCC)=O